N-(5-(3'-Methyl-2'-oxo-2',3'-dihydrospiro[cyclobutane-1,1'-pyrrolo[2,3-c]quinolin]-8'-yl)-2-(3-(pyrrolidin-1-yl)propoxy)pyridin-3-yl)methanesulfonamide CN1C(C2(C3=C1C=NC=1C=CC(=CC31)C=3C=C(C(=NC3)OCCCN3CCCC3)NS(=O)(=O)C)CCC2)=O